6-fluoro-1-methyl-5-[4-methyl-6-(4,4,4-trifluoro-3,3-dimethyl-but-1-ynyl)-3,5-dihydro-2H-1,4-benzodiazepin-1-yl]-[1,2,4]triazolo[4,3-a]quinazoline FC1=C2C(=NC=3N(C2=CC=C1)C(=NN3)C)N3CCN(CC1=C3C=CC=C1C#CC(C(F)(F)F)(C)C)C